NC1=NN(C=C1)C(C(=O)N)(C)C 2-(3-amino-1H-pyrazol-1-yl)-2-methylpropanamide